[O-]C(=O)C(O)C(O)C(=O)O.C(CCC)[NH+](CCCC)CCCC tributyl-ammonium bitartrate